N1C(CCC1)=O pyrrolid-2-one